ClC1=NC=CC(=N1)NC1=C(C=CC=C1)NS(=O)(=O)C N-(2-((2-chloropyrimidin-4-yl)amino)phenyl)methane-sulfonamide